3-(5-(((R)-1-(4-(4-(oxetan-3-ylmethyl)piperazin-1-yl)benzyl)piperidin-2-yl)methoxy)-1-oxoisoindolin-2-yl)piperidine-2,6-dione O1CC(C1)CN1CCN(CC1)C1=CC=C(CN2[C@H](CCCC2)COC=2C=C3CN(C(C3=CC2)=O)C2C(NC(CC2)=O)=O)C=C1